NC=1C=C(CNC(=O)[C@H]2N(C[C@@H](C2)O)C(=O)OC(C)(C)C)C=CC1 tert-Butyl (2S,4R)-2-((3-aminobenzyl)carbamoyl)-4-hydroxypyrrolidine-1-carboxylate